N1C=NC=C1CCC(=O)N1CC2=CC=CC(=C2CC1)OC1=CC=C(C=C1)C(F)(F)F 3-(1H-imidazol-5-yl)-1-(5-(4-(trifluoromethyl)-phenoxy)-3,4-dihydroisoquinolin-2(1H)-yl)propan-1-one